ClC1=NC=C(C=N1)C1=C(C=C(C=C1)OC)[N+](=O)[O-] chloro-5-(4-methoxy-2-nitrophenyl)pyrimidine